3-propyl-1,1,1,3,5,5,5-heptamethyl-trisiloxane C(CC)[Si](O[Si](C)(C)C)(O[Si](C)(C)C)C